bis(cyclopentadienyl)-bis(2,6-difluoro-3-(pyrrol-1-yl)phenyl)-titanium C1(C=CC=C1)[Ti](C1=C(C(=CC=C1F)N1C=CC=C1)F)(C1=C(C(=CC=C1F)N1C=CC=C1)F)C1C=CC=C1